1,1,1,3,3,3-hexakis(4-(dimethylamino)phenyl)disiloxane CN(C1=CC=C(C=C1)[Si](O[Si](C1=CC=C(C=C1)N(C)C)(C1=CC=C(C=C1)N(C)C)C1=CC=C(C=C1)N(C)C)(C1=CC=C(C=C1)N(C)C)C1=CC=C(C=C1)N(C)C)C